ethyl 3,5-dimethyl-2-(2-((7-(5-methyl-1,2,4-oxadiazol-3-yl) isoquinolin-1-yl) amino) ethyl)-3H-imidazo[4,5-b]pyridine-6-carboxylate CN1C(=NC=2C1=NC(=C(C2)C(=O)OCC)C)CCNC2=NC=CC1=CC=C(C=C21)C2=NOC(=N2)C